(R)-1-(2-ethyl-4-(8-((4-((7-fluoro-1-methyl-1H-benzo[d]imidazol-5-yl)oxy)-3-methylphenyl)amino)pyrimido[5,4-d]pyrimidin-2-yl)piperazin-1-yl)prop-2-en-1-one C(C)[C@H]1N(CCN(C1)C=1N=CC2=C(N1)C(=NC=N2)NC2=CC(=C(C=C2)OC2=CC1=C(N(C=N1)C)C(=C2)F)C)C(C=C)=O